FC(CCOC=1C(=C(C=CC1F)C=1C=CC=2N(C1)N=C(N2)N)F)(C(C)(O[Si](CC)(CC)CC)C2=CC=C(C=C2)F)F 6-(3-((3,3-difluoro-4-(4-fluorophenyl)-4-((triethylsilyl)oxy)pentyl)oxy)-2,4-difluorophenyl)-[1,2,4]triazolo[1,5-a]pyridin-2-amine